N-(5-chloro-1,3-benzodioxol-4-yl)-7-(2-(4-methylpiperazin-1-yl)ethoxy)-5-(tetrahydro-2H-pyran-4-yloxy)quinazolin-4-amine ClC1=C(C2=C(OCO2)C=C1)NC1=NC=NC2=CC(=CC(=C12)OC1CCOCC1)OCCN1CCN(CC1)C